tert-butyl (R)-(1-(4-chloro-5-cyanopyridin-2-yl)piperidin-3-yl)carbamate ClC1=CC(=NC=C1C#N)N1C[C@@H](CCC1)NC(OC(C)(C)C)=O